SCCCCCN 5-sulfhydryl-1-pentylamine